1-(2-(5-(4-methoxyphenyl)-1H-imidazol-2-yl)piperidin-1-yl)-2-(methylsulfanyl)propan-1-one COC1=CC=C(C=C1)C1=CN=C(N1)C1N(CCCC1)C(C(C)SC)=O